6-(3,4-difluorophenyl)-1H-indole-2-carboxylic acid FC=1C=C(C=CC1F)C1=CC=C2C=C(NC2=C1)C(=O)O